bis[2-hydroxy-5-(carboxyethyl)benzyl]ethylenediamine OC1=C(CNCCNCC2=C(C=CC(=C2)CCC(=O)O)O)C=C(C=C1)CCC(=O)O